FC=1C=C2C=CN=CC2=C(C1)C(CO)CCO 2-(6-fluoroisoquinolin-8-yl)butane-1,4-diol